dimethyl (methacryloxyethyl) phosphate P(=O)(OC)(OC)OCCOC(C(=C)C)=O